[Br-].[Br-].C(CCCCCCC)[N+]1=CC=C(C=C1)C1=CC=[N+](C=C1)CCCCCCCC 1,1'-Dioctyl-4,4'-bipyridinium Dibromide